5-(benzyloxy)-N-(trans-4-(2-hydroxy-prop-2-yl)cyclohexyl)-2-methylbenzofuran-3-carboxamide C(C1=CC=CC=C1)OC=1C=CC2=C(C(=C(O2)C)C(=O)N[C@@H]2CC[C@H](CC2)C(C)(C)O)C1